tert-Butyl N-((3R,4S)-1-(7-(7-chloro-1-methyl-1H-1,3-benzodiazol-6-yl)-5-((2-(trimethylsilyl)ethoxy)methyl)-5H-pyrrolo[2,3-b]pyrazin-3-yl)-3-fluoropiperidin-4-yl)carbamate ClC1=C(C=CC2=C1N(C=N2)C)C2=CN(C1=NC(=CN=C12)N1C[C@H]([C@H](CC1)NC(OC(C)(C)C)=O)F)COCC[Si](C)(C)C